FC1=NC=CC2=C1C[C@H]1CC[C@@H]2N1C(=O)NC1=CC(=C(C=C1)C(F)(F)F)C (5S,8R)-1-fluoro-N-(3-methyl-4-(trifluoromethyl)phenyl)-6,7,8,9-tetrahydro-5H-5,8-epiminocyclohepta[c]pyridine-10-carboxamide